3,5-bis(2,5-dihydroxy-4-carboxymethylbenzoylamino)benzoic acid OC1=C(C(=O)NC=2C=C(C(=O)O)C=C(C2)NC(C2=C(C=C(C(=C2)O)CC(=O)O)O)=O)C=C(C(=C1)CC(=O)O)O